C[Si](OCC)(OCC)C dimethyl-di-ethoxysilane